BrCC1=C(C=CC=2OCCOC21)F 5-(bromomethyl)-6-fluoro-2,3-dihydrobenzo[b][1,4]dioxin